(S)-1-((6-(2,2'-dichloro-3'-(1,5-dimethyl-4,5,6,7-tetrahydro-1H-imidazo[4,5-c]pyridine-2-carboxamido)-[1,1'-biphenyl]-3-yl)-2-methoxypyridin-3-yl)methyl)piperidine-2-carboxylic acid ClC1=C(C=CC=C1C1=CC=C(C(=N1)OC)CN1[C@@H](CCCC1)C(=O)O)C1=C(C(=CC=C1)NC(=O)C=1N(C2=C(CN(CC2)C)N1)C)Cl